1-Methyl-3-phospholen-1-oxid CP1(CC=CC1)=O